phenyl (3-(difluoromethoxy)-4-fluorophenyl)carbamate FC(OC=1C=C(C=CC1F)NC(OC1=CC=CC=C1)=O)F